[Si](C)(C)(C(C)(C)C)OCCCCCCCCCCCOC1=CC=C(C=C1)C[C@@H](COCC)N1C=NC=2C=NC=3C=CC=CC3C21 (S)-1-(1-(4-((11-((tert-butyldimethylsilyl)oxy)undecyl)oxy)phenyl)-3-ethoxypropan-2-yl)-1H-imidazo[4,5-c]quinoline